CC1(OB(OC1(C)C)C1=CC=C(OCCN2CCN(CC2)C(=O)OC(C)(C)C)C=C1)C t-butyl 4-(2-(4-(4,4,5,5-tetramethyl-1,3,2-dioxaborolan-2-yl)phenoxy)ethyl)piperazine-1-carboxylate